FC(C=1C=CC(=NC1)CC1CCC2(CN(C2)C(=O)N2CC3(C2)NC(CC3)=O)CC1)(F)F 2-[7-[[5-(trifluoromethyl)-2-pyridinyl]methyl]-2-azaspiro[3.5]nonane-2-carbonyl]-2,5-diazaspiro[3.4]octan-6-one